ClC=1C=CC(=C(C1)C1=CC(N(C=C1OC)C(C(=O)OC(C)(C)C)CCOC)=O)C1=CN=CO1 tert-butyl 2-{4-[5-chloro-2-(1,3-oxazol-5-yl) phenyl]-5-methoxy-2-oxopyridin-1(2H)-yl}-4-methoxybutyrate